tert-butyl (5,5-difluoro-1-methylpiperidin-3-yl)carbamate FC1(CC(CN(C1)C)NC(OC(C)(C)C)=O)F